[Ir+].ClP(C(=O)P(C1=CC=CC=C1)(C1=CC=CC=C1)C1=CC=CC=C1)(C1=CC=CC=C1)(C1=CC=CC=C1)C1=CC=CC=C1 chlorocarbonylbis(triphenylphosphine) iridium (I)